tert-butyl (3S)-3-(2-(3-(4-amino-3-chlorobenzamido)-2-oxopyridin-1(2H)-yl)propanamido)-4-oxo-5-(2,3,5,6-tetrafluorophenoxy)pentanoate NC1=C(C=C(C(=O)NC=2C(N(C=CC2)C(C(=O)N[C@@H](CC(=O)OC(C)(C)C)C(COC2=C(C(=CC(=C2F)F)F)F)=O)C)=O)C=C1)Cl